N1C[C@@H](CCC1)NC1=NN=C(C=2N1C=CC2)C2=C(C=C(C=C2)OC(F)(F)F)O 2-(4-{[(3R)-piperidin-3-yl]amino}pyrrolo[1,2-d][1,2,4]triazin-1-yl)-5-(trifluoromethoxy)phenol